3-methylisoquinoline-5-sulfonyl chloride CC=1N=CC=2C=CC=C(C2C1)S(=O)(=O)Cl